(R)-2-methylsulfinyl-pyridine C[S@@](=O)C1=NC=CC=C1